3-[1-(3-chlorophenyl)-3-ethoxycarbonyl-7-oxo-4,5-dihydropyrazolo[3,4-c]pyridin-6-yl]-7,8-dihydro-5H-1,6-naphthyridine-6-carboxylic acid tert-butyl ester C(C)(C)(C)OC(=O)N1CC=2C=C(C=NC2CC1)N1C(C2=C(CC1)C(=NN2C2=CC(=CC=C2)Cl)C(=O)OCC)=O